C(C=C)(=O)OCCCCCCOC1=CC=C(C(=O)OC2=C(C(=O)OCCCCCCCCCCOC3=CC=C(C=C3)C3=CC=C(C=C3)C#N)C=C(C=C2)OC(C2=CC=C(C=C2)OCCCCCCOC(C=C)=O)=O)C=C1 10-[4-(4-cyanophenyl)phenoxy]decyl 2,5-bis[[4-(6-prop-2-enoyloxyhexoxy)benzoyl]oxy]benzoate